NC1=NC=2C=CC=CC2C2=C1N=C(N2CC2=CC=C(C=C2)CNC(=O)OCCNC(C(=C)C)=O)CCC(=O)OC methyl 3-(4-amino-1-(4-(((2-methacrylamidoethoxy)carbonylamino)methyl)benzyl)-1H-imidazo[4,5-c]quinolin-2-yl)propanoate